NC1=NN=C(C2=CC=CC=C12)C1=CC=CC=C1 1-AMINO-4-PHENYLPHTHALAZINE